N-(4,4-difluoro-1-hydroxy-2-methylbutan-2-yl)-6-(4-methoxyphenoxy)-2-methylindolizine-3-carboxamide FC(CC(CO)(C)NC(=O)C1=C(C=C2C=CC(=CN12)OC1=CC=C(C=C1)OC)C)F